CC(C)N1N=C(N=N1)C1=CC=C(C=O)C=C1 4-[2-(Propan-2-yl)-2H-tetrazol-5-yl]benzaldehyde